4-(1-adamantyl)aminobutane-sulfonic acid C12(CC3CC(CC(C1)C3)C2)NCCCCS(=O)(=O)O